N[C@@H](C(=O)N)CCCCNC(COC1C#CCCCCC1)=O (2R)-2-amino-6-[2-(cycloocta-2-yn-1-yloxy)acetamido]Hexanamide